methyl-5-bromopentanoyl-valine CN([C@@H](C(C)C)C(=O)O)C(CCCCBr)=O